FC=1C=NC(=NC1)N1C[C@H](N([C@@H](C1)C)C(=O)OC1CC2(CN(C2)CC2=CC=CC=C2)C1)C 2-benzyl-2-azaspiro[3.3]heptan-6-yl (2R,6R)-4-(5-fluoropyrimidin-2-yl)-2,6-dimethylpiperazine-1-carboxylate